2-(1-benzyl-pyrrolidin-3-yl)pyridine nickel [Ni].C(C1=CC=CC=C1)N1CC(CC1)C1=NC=CC=C1